N-[(4-Fluorophenyl)-methyl]-4-methyl-6-[(3R)-3-methyl-morpholin-4-yl]-2-propyl-pyridine-3-carboxylic acid amide FC1=CC=C(C=C1)CNC(=O)C=1C(=NC(=CC1C)N1[C@@H](COCC1)C)CCC